4-(8-chloro-3-quinolylamino)-2-[p-(3-morpholinopropoxy)phenylamino]pyrimidine ClC=1C=CC=C2C=C(C=NC12)NC1=NC(=NC=C1)NC1=CC=C(C=C1)OCCCN1CCOCC1